Heptane-3-carboxylic acid ethyl ester C(C)OC(=O)C(CC)CCCC